C(=O)O.NC1CN(C1)C(CNC(C1=C(C=C(C=C1)NC=1C=2N(C=CN1)C(=CN2)C=2C(=NN(C2)CC#N)C(F)(F)F)C)=O)=O N-[2-(3-aminoazetidin-1-yl)-2-oxo-ethyl]-4-[[3-[1-(cyanomethyl)-3-(trifluoromethyl)pyrazol-4-yl]imidazo[1,2-a]pyrazin-8-yl]amino]-2-methyl-benzamide formate